CP(C1=CC=C(C=C1)NCC#CC1=C(C2=C(S1)C(=CC=C2)NC2CCN(CC2)C)CC(F)(F)F)(C)=O dimethyl(4-((3-(7-((1-methylpiperidin-4-yl)amino)-3-(2,2,2-trifluoroethyl)benzo[b]thiophen-2-yl)prop-2-yn-1-yl)amino)phenyl)phosphine oxide